NCCN(CC(C)O)CCNCCN 4-(2-aminoethyl)-4,7,10-triazadecane-2-ol